5-(9,10-Dihydroxy-6,7,7a,8,9,10,11,11a-octahydro-3H-8,11-methanopyrazolo[4,3-a]phenanthridin-7-yl)-2-fluorobenzonitrile OC1C2C3C(NC4=CC=C5C(=C4C3C(C1O)C2)C=NN5)C=5C=CC(=C(C#N)C5)F